5-Phenyl-oxazol C1(=CC=CC=C1)C1=CN=CO1